NC1CN(CC1)C1=C(C(=O)N)C=CC(=N1)N1CC=2C(=NC=CC2C1=O)C1=C(C=CC=C1OC)F 2-(3-aminopyrrolidin-1-yl)-6-(4-(2-fluoro-6-methoxyphenyl)-1-oxo-1,3-dihydro-2H-pyrrolo[3,4-c]pyridin-2-yl)nicotinamide